C(#N)C1=CC=C(C=C1)C(N1C[C@@H](N(C[C@H]1CC)C1=CC(N(C=2C=CC(=NC12)C#N)C)=O)C)C1=CC=C(C=C1)F 8-[(2s,5r)-4-[(4-cyanophenyl)(4-fluorophenyl)methyl]-5-ethyl-2-methylpiperazin-1-yl]-5-methyl-6-oxo-5,6-dihydro-1,5-naphthyridine-2-carbonitrile